NC/C=C/C=1N=C(NC1)C1=NNC2=C(C(=CC=C12)C1=C(C=C(C=C1)O)CC)F (E)-4-(3-(4-(3-aminoprop-1-en-1-yl)-1H-imidazol-2-yl)-7-fluoro-1H-indazol-6-yl)-3-ethylphenol